CSC=1C=C(C=CC1)NN 3-(methylthio)phenylhydrazine